ClC=1C=C2C(=NC=NC2=C(C1)C(F)(F)F)N[C@@H](C)C=1N(N=CN1)C1=NC=NC(=C1)I 6-chloro-N-[(1S)-1-[2-(6-iodopyrimidin-4-yl)-1,2,4-triazol-3-yl]ethyl]-8-(trifluoro-methyl)quinazolin-4-amine